1-(3-fluoro-4-(4-(2,3,4-trihydroxybenzoyl)piperazin-1-yl)phenyl)butan-1-one FC=1C=C(C=CC1N1CCN(CC1)C(C1=C(C(=C(C=C1)O)O)O)=O)C(CCC)=O